COC=1C=C(C=CC1C(NC)=O)CCC(=O)O 3-(3-methoxy-4-(methylcarbamoyl)phenyl)propanoic acid